dimethylaminobenzylidene(1-pyrrolidinyl)aniline CN(C)N(C1C(C=CC=C1)=CC1=CC=CC=C1)N1CCCC1